BrC1=CC(=C(C#N)C(=C1)NC=1C(=NC=NC1C)C(C)C)F 4-bromo-2-fluoro-6-((4-isopropyl-6-methylpyrimidin-5-yl)amino)benzonitrile